The molecule is an amino acid amide resulting from the formal condensation of the carboxy group of L-glutamine with ammonia. It is an amino acid amide, a L-glutamine derivative and a dicarboxylic acid diamide. C(CC(=O)N)[C@@H](C(=O)N)N